N-methyl-N,N-diethylbenzylammonium C[N+](CC)(CC)CC1=CC=CC=C1